C(#N)C1=CC=C(C=C1)C1=CC=C(S1)C(=O)NC(C)C 5-(4-cyanophenyl)-N-isopropylthiophene-2-carboxamide